C(CCC(=O)O)(=O)O.C(CCCCCCC\C=C/CCCCCCCC)(=O)C(C(C(O)C(CCCCCCC\C=C/CCCCCCCC)=O)O)O.C(CCCCCCC\C=C/CCCCCCCC)(=O)C(C(C(O)C(CCCCCCC\C=C/CCCCCCCC)=O)O)O dioleoylglycerol hemisuccinate